(R)-8-methoxy-5-((1-(3-(trifluoromethyl)phenyl)ethyl)amino)imidazo[1,2-a]quinazolin-7-ol COC1=C(C=C2C(=NC=3N(C2=C1)C=CN3)N[C@H](C)C3=CC(=CC=C3)C(F)(F)F)O